5-((3,5-dichlorophenoxy)methyl)-1,3,4-thiadiazol-2-amine ClC=1C=C(OCC2=NN=C(S2)N)C=C(C1)Cl